[I-].C(CCCCCCCCCCCCCCCCCCCCCCCCCCCCCCC)[NH2+]C dotriacontanyl-methyl-ammonium iodide